C(#N)CCCCCC#N 1,5-dicyanopentane